L-ALLO-THREONINE N[C@@H]([C@@H](O)C)C(=O)O